N(=O)N(C1=CC=CC=C1)C1=CC=CC=C1 N-Nitroso-diphenyl-amin